2-(5-chloro-2-hydroxyphenyl)imidazole (S)-tert-butyl-5-methyl-5,6-dihydro-[2,3'-bipyridine]-1(4H)-carboxylate C(C)(C)(C)OC(=O)N1C(=CC[C@@H](C1)C)C=1C=NC=CC1.ClC=1C=CC(=C(C1)C=1NC=CN1)O